5,5'-bistrifluoromethyl-2,2'-bipyridine FC(C=1C=CC(=NC1)C1=NC=C(C=C1)C(F)(F)F)(F)F